OCCCN1C(OCC1)=O (3-hydroxypropyl)-2-oxazolidinone